NC1=CC=C(C=C1)NC1=NC(C2=CC=CC=C12)=C(C(=O)NC)C#N 2-[3-[(4-aminophenyl)amino]-1H-isoindol-1-ylidene]-2-cyano-N-methylacetamide